COC=1C=C(C=CC1OC)C1=CC=NC=2N1N=C(C2)C(=O)NC2=CC=C(C=C2)C(=O)N2CC1(C2)CN(C1)C 7-(3,4-dimethoxyphenyl)-N-(4-(6-methyl-2,6-diazaspiro[3.3]heptane-2-carbonyl)phenyl)pyrazolo[1,5-a]pyrimidine-2-carboxamide